C1(CC1)C1=CC(=C(C=C1)C=1CCCC2=C(C1C1=CC=C(C=C1)C=C1CN(C1)CCCF)C=CC(=C2)C(=O)O)C(F)(F)F 8-(4-cyclopropyl-2-(trifluoromethyl)phenyl)-9-(4-((1-(3-fluoropropyl)azetidin-3-ylidene)methyl)phenyl)-6,7-dihydro-5H-benzo[7]annulene-3-carboxylic acid